C1(=CC=CC=C1)NCC(=O)O N-phenyl-Glycine